4,6-bis[(n-dodecylthio)methyl]-o-cresol C(CCCCCCCCCCC)SCC=1C=C(C(=C(C1)CSCCCCCCCCCCCC)O)C